N-succinimidyl 2-chloroacetate C1CC(=O)N(C1=O)OC(=O)CCl